C(CCC)OC1=C(C=CC=C1OC)C1=CC=CC=C1 butoxy-3-methoxy-[1,1'-biphenyl]